(E)-N'-((2-bromo-5-(trifluoromethyl)phenyl)sulfonyl)-N,N-dimethylformimidamide BrC1=C(C=C(C=C1)C(F)(F)F)S(=O)(=O)/N=C/N(C)C